NCC1=CC=C(C=C1)C1=CC(=C(C=C1)OC(F)(F)F)S(=O)(=O)N1CCC2(C[C@H](CO2)NC[C@@H](COC=2C=C(C=CC2)S(=O)(=O)NC)O)CC1 3-((S)-3-((R)-8-(4'-(aminomethyl)-4-(trifluoromethoxy)biphenyl-3-ylsulfonyl)-1-oxa-8-azaspiro[4.5]dec-3-ylamino)-2-hydroxypropoxy)-N-methylbenzenesulfonamide